N[C@@H]1C2=CC=CC=C2CC12CCN(CC2)C=2NC(C1=C(N2)NN=C1C1(CC1)C=1C=NN(C1)C1=CC=CC=C1)=O (S)-6-(1-amino-1,3-dihydrospiro[indene-2,4'-piperidin]-1'-yl)-3-(1-(1-phenyl-1H-pyrazol-4-yl)cyclopropyl)-1,5-dihydro-4H-pyrazolo[3,4-d]pyrimidin-4-one